C(C1=CC=CC=C1)OCC1=NN(C(N1CC)=O)C1=NC(=C(C(=O)OC(C)C)C=C1F)C(C(C)C)=O isopropyl 6-(3-((benzyloxy) methyl)-4-ethyl-5-oxo-4,5-dihydro-1H-1,2,4-triazol-1-yl)-5-fluoro-2-isobutyrylnicotinate